The molecule is a polyunsaturated fatty acid anion that is the conjugate base of resolvin E2, obtained by deprotonation of the carboxy group; major species at pH 7.3. It is a hydroxy fatty acid anion, a long-chain fatty acid anion, a polyunsaturated fatty acid anion and an icosanoid anion. It is a conjugate base of a resolvin E2. CC[C@H](/C=C/C=C\\C/C=C\\C/C=C\\C=C\\[C@H](CCCC(=O)[O-])O)O